3-(acryloxyethyl)-3-ethyloxetane C(C=C)(=O)OCCC1(COC1)CC